5-(4-chloro-2-fluorophenyl)-2,3-dimethyl-7-(2-(2-methyl-4-pyrimidinyl)-4-morpholinyl)pyrido[4,3-d]pyrimidin-4(3H)-one ClC1=CC(=C(C=C1)C1=NC(=CC=2N=C(N(C(C21)=O)C)C)N2CC(OCC2)C2=NC(=NC=C2)C)F